4-((S)-indan-1-ylimino)-imidazolidin-2-one [C@@H]1(CCC2=CC=CC=C12)N=C1NC(NC1)=O